(S)-N-(3-(3-aminoprop-1-yn-1-yl)-4-fluorophenyl)-4-(2-(4-(4-chlorophenyl)-2,3,9-trimethyl-6H-thieno[3,2-f][1,2,4]triazolo[4,3-a][1,4]diazepin-6-yl)acetamido)butanamide hydrochloride Cl.NCC#CC=1C=C(C=CC1F)NC(CCCNC(C[C@H]1C=2N(C3=C(C(=N1)C1=CC=C(C=C1)Cl)C(=C(S3)C)C)C(=NN2)C)=O)=O